OCCC1CCN(CC1)C(=O)OC(C)(C)C Tert-Butyl 4-(2-hydroxyethyl)piperidine-1-carboxylate